BrCCN1C(C2=CC=CC=C2C1=O)=O 2-(2-bromoethyl)isoindole-1,3-dione